(R)-1-(1-(4-(1,3-dimethyl-1,2,3,6-tetrahydropyridin-4-yl)benzyl)-1H-indol-5-yl)-5-methyl-1H-pyrazole-3-carboxamide CN1C[C@@H](C(=CC1)C1=CC=C(CN2C=CC3=CC(=CC=C23)N2N=C(C=C2C)C(=O)N)C=C1)C